C1(CC1)CN1C(=CC2=CC=C(C=C12)C=1C=C2C=NNC2=CC1)C1=NN2C(C=CC(=C2)C(=O)N2C3CCC(C2)[C@H]3N)=C1C (7R)-2-{2-[1-(Cyclopropylmethyl)-6-(1H-indazol-5-yl)-1H-indol-2-yl]-3-methylpyrazolo[1,5-a]pyridine-6-carbonyl}-2-azabicyclo[2.2.1]heptan-7-amine